C(C)(C)NC=1C=C2N(CCN(C2=CC1)C(=O)OC(C)(C)C)C(=O)OC(C)(C)C di-tert-butyl 6-(isopropylamino)-2,3-dihydroquinoxaline-1,4-dicarboxylate